(S)-1-(6-chloro-2-(3-(dimethylamino)azetidin-1-yl)-8-fluoro-7-(3-hydroxynaphthalen-1-yl)quinazolin-4-yl)azetidine-3-carboxamide ClC=1C=C2C(=NC(=NC2=C(C1C1=CC(=CC2=CC=CC=C12)O)F)N1CC(C1)N(C)C)N1CC(C1)C(=O)N